ClC1=NC=CC(=N1)C(=O)NC=1C=CC2=C(N=C(S2)C)C1N1C[C@@H](C[C@H]1CO)NC(OC(C)(C)C)=O tert-butyl ((3R,5S)-1-(5-(2-chloropyrimidine-4-carboxamido)-2-methylbenzo[d]thiazol-4-yl)-5-(hydroxymethyl)pyrrolidin-3-yl)carbamate